C(C)(C)(C)[S@](=O)N[C@H](C(C)C)C1=CC(=CS1)C(=N)N 5-((R)-1-(((S)-tert-butylsulfinyl)amino)-2-methylpropyl)thiophene-3-carboxamidine